tert-butyl (R)-2-((1-benzyl-2'-(2-(ethoxy-d5)phenyl)-6'H-spiro[piperidine-4,5'-[1,7]naphthyridin]-7'(8'H)-yl)methyl)pyrrolidine-1-carboxylate C(C1=CC=CC=C1)N1CCC2(C=3C=CC(=NC3CN(C2)C[C@@H]2N(CCC2)C(=O)OC(C)(C)C)C2=C(C=CC=C2)OC(C([2H])([2H])[2H])([2H])[2H])CC1